C1(CC1)C(=O)N1CCC2=CC(=CC=C12)C=1N=C(SC1C)C(=O)NCC1=CC(=CC=C1)OCCOCCNC1=C2C(N(C(C2=CC=C1)=O)C1C(NC(CC1)=O)=O)=O 4-(1-(cyclopropanecarbonyl)indolin-5-yl)-N-(3-(2-(2-((2-(2,6-dioxopiperidin-3-yl)-1,3-dioxoisoindolin-4-yl)amino)ethoxy)ethoxy)benzyl)-5-methylthiazole-2-carboxamide